1-{3-[(1R)-1-{[2-(difluoromethyl)-6-(methanesulfonyl)pyrido[3,4-d]pyrimidin-4-yl]amino}ethyl]-2-fluorophenyl}-1,1-difluoro-2-methylpropan-2-ol FC(C=1N=C(C2=C(N1)C=NC(=C2)S(=O)(=O)C)N[C@H](C)C=2C(=C(C=CC2)C(C(C)(O)C)(F)F)F)F